methyltetradecyl-amine CNCCCCCCCCCCCCCC